C1(CC1)C1=CC=C(COC2=C(C=C(C=N2)OC=2C=CC=3N(C(C(=CN3)C)=O)C2)OCC)C=C1 7-((6-((4-cyclopropylbenzyl)oxy)-5-ethoxypyridin-3-yl)oxy)-3-methyl-4H-pyrido[1,2-a]pyrimidin-4-one